1-methyl-2-oxo-1,5-naphthyridine-3-carboxamide CN1C(C(=CC2=NC=CC=C12)C(=O)N)=O